COC(=O)C1(N(C(C=C1C1=CC=CC=C1)C1=CC=CC=C1)C1=CC=CC=C1)C1=CC=C(C=C1)OC 2-(4-methoxyphenyl)-1,3,5-triphenyl-2,5-dihydro-1H-pyrrole-2-carboxylic acid methyl ester